3-(methanesulfonylaminomethyl)pyrrolidine-1-carboxylic acid tert-butyl ester C(C)(C)(C)OC(=O)N1CC(CC1)CNS(=O)(=O)C